C1(=NN=CC2=CC=CC=C12)C([O-])=S phthalazinethioate